NC1=C(C(=NC=N1)OC1=C(C=C(C=C1)C1=NN(C(=C1C(=O)N)C(F)(F)F)C1=NC=CC=C1C)F)Cl [4-(6-amino-5-chloro-pyrimidin-4-yl)oxy-3-fluoro-phenyl]-1-(3-methyl-2-pyridinyl)-5-(trifluoromethyl)pyrazole-4-carboxamide